(E)-N-(2-((4-cyanophenyl)amino)pyrimidin-4-yl)-N-(4-(2-cyanoethenyl)-2,6-dimethylphenyl)methanesulfonamide C(#N)C1=CC=C(C=C1)NC1=NC=CC(=N1)N(S(=O)(=O)C)C1=C(C=C(C=C1C)\C=C\C#N)C